N1=CC=CC(=C1C(=O)OC)C(=O)OC(C)(C)C 5-(tert-butyl) 6-methyl pyridine-5,6-dicarboxylate